C(C)OC(OCC)C1=C(O)C=CC(=C1)O diethoxymethylhydroquinone